3-[(2,3-dihydro-1-benzofuran-2-ylmethyl)amino]pyridine-4-carboxylic acid O1C(CC2=C1C=CC=C2)CNC=2C=NC=CC2C(=O)O